NC=1N=C(SC1C(=O)C=1C=NC(=CC1)OC)N(C1=CC=C(C=C1)F)C(C(=O)N)C (N-[4-amino-5-(6-methoxypyridine-3-carbonyl)thiazol-2-yl]-4-fluoro-anilino)propanamide